O1CC(CC1)COC1=NN=C(S1)N 5-((tetrahydrofuran-3-yl)methoxy)-1,3,4-thiadiazol-2-amine